C(C)(C)(C)OC(C[C@H](C(=O)O)CC1CCCC1)=O (R)-4-(tert-butoxy)-2-(cyclopentylmethyl)-4-oxobutanoic acid